5-(aminomethyl)thiophene-2-carbonitrile NCC1=CC=C(S1)C#N